6,7-difluoro-4-[1-(methylamino)ethyl]-2H-isoquinolin-1-one hydrochloride salt Cl.FC=1C=C2C(=CNC(C2=CC1F)=O)C(C)NC